1-(4-(7-chloro-4-(2-cyclopropyl-phenyl)-6-(2-fluoro-6-hydroxy-phenyl)-1-phthalazinyl)-1-piperazinyl)-2-propen-1-one ClC1=C(C=C2C(=NN=C(C2=C1)N1CCN(CC1)C(C=C)=O)C1=C(C=CC=C1)C1CC1)C1=C(C=CC=C1O)F